N1C=NC2=C1C=CC(=C2)OC=2C=C(C=CC2)C=2NC(=CN2)C(CC=2SC=CN2)O 1-(2-(3-((1H-benzo[d]imidazol-5-yl)oxy)phenyl)-1H-imidazol-5-yl)-2-(thiazol-2-yl)ethan-1-ol